C(#N)[C@H](C[C@@H]1C(NCC1)=O)NC(=O)[C@H]1N([C@H]2CC([C@@H]1CC2)(F)F)C([C@@H](CC2CC2)NC=2C=NC=C(C2)C)=O (1R,3S,4R)-N-((S)-1-cyano-2-((R)-2-oxopyrrolidin-3-yl)ethyl)-2-((R)-3-cyclopropyl-2-((5-methylpyridin-3-yl)amino)propanoyl)-5,5-difluoro-2-azabicyclo[2.2.2]octane-3-carboxamide